[1,2,4]Triazolo[4,3-a]pyridin-3-amine N=1N=C(N2C1C=CC=C2)N